benzyl (2S,4S)-4-(((2S,3R,4R,5R)-3,4-bis(benzyloxy)-5-((benzyloxy) methyl) tetrahydrofuran-2-yl) methyl)-2-(tert-butyl)-5-oxooxazolidine-3-carboxylate C(C1=CC=CC=C1)O[C@@H]1[C@@H](O[C@@H]([C@H]1OCC1=CC=CC=C1)COCC1=CC=CC=C1)C[C@@H]1N([C@@H](OC1=O)C(C)(C)C)C(=O)OCC1=CC=CC=C1